C(CCCCCCCCC)[SiH](C1=CC=C(C=C1)Cl)C decyl-methyl-(4-chlorophenyl)silane